3-bromo-4-(methoxymethoxy)-1,1':4',1''-terphenyl BrC=1C=C(C=CC1OCOC)C1=CC=C(C=C1)C1=CC=CC=C1